C(#N)C1C(C(CC2(CCN(C2)C(=O)OC(C)(C)C)C1)(C)C)=O tert-butyl 9-cyano-7,7-dimethyl-8-oxo-2-azaspiro[4.5]decane-2-carboxylate